CN([C@@H](C(C)C)C(=O)O)C(=O)N1C[C@@H](N(CC1)C(=O)C1[N@@](C1)C(C1=CC=CC=C1)(C1=CC=CC=C1)C1=CC=CC=C1)C N-methyl-N-((S)-3-methyl-4-((R)-1-tritylaziridine-2-carbonyl)piperazine-1-carbonyl)-L-valine